4-methoxy-N-methylaniline COC1=CC=C(NC)C=C1